CCOC(=O)CSC1=NC(=NN1C(=O)N(C)C)C(C)(C)C The molecule is a triazole insecticide that is 1H-1,2,4-triazole which is substituted at positions 1, 3, and 5 by N,N-dimethylaminocarbonyl, tert-butyl, and (2-ethoxy-2-oxoethyl)sulfanediyl groups, respectively. It has a role as an EC 3.1.1.7 (acetylcholinesterase) inhibitor. It is a triazole insecticide, an aryl sulfide and an ethyl ester. It derives from a hydride of a 1H-1,2,4-triazole.